DL-tryptophan N[C@@H](CC1=CNC2=CC=CC=C12)C(=O)O |r|